[I-].CCCC butane iodide